FC1=C(C(=CC=C1)C)NC1=NC(=NC=C1C(=O)N)NC=1C=NN(C1)CC(C)(C)O 4-[(2-fluoro-6-methylphenyl)amino]-2-{[1-(2-hydroxy-2-methylpropyl)-1H-pyrazol-4-yl]amino}pyrimidine-5-carboxamide